N-(3-((2-amino-5-chloropyridin-3-yl)oxy)phenyl)-3-methylbenzamide NC1=NC=C(C=C1OC=1C=C(C=CC1)NC(C1=CC(=CC=C1)C)=O)Cl